4-[4-(cyclopropylamino)piperidin-1-yl]-2-ethyl-N-{8-fluoro-2-methylimidazo[1,2-a]pyridin-6-yl}indazole-7-carboxamide C1(CC1)NC1CCN(CC1)C=1C2=CN(N=C2C(=CC1)C(=O)NC=1C=C(C=2N(C1)C=C(N2)C)F)CC